BrC1=CC(=C2CCN(CC2=C1)C=O)C 7-bromo-5-methyl-3,4-dihydroisoquinoline-2(1H)-carbaldehyde